2-{7-[(1s,3s)-3-hydroxy-3-methylcyclobutyl]-6-methyl-6,7-dihydro-5H-pyrrolo[2,3-c]pyridazin-3-yl}-3-methyl-5-(trifluoromethyl)phenol OC1(CC(C1)N1C(CC2=C1N=NC(=C2)C2=C(C=C(C=C2C)C(F)(F)F)O)C)C